2,2-diethyl-5-methyl-5-(3-(trifluoromethyl)phenyl)pyrrolidine-1-oxide C(C)C1([NH+](C(CC1)(C1=CC(=CC=C1)C(F)(F)F)C)[O-])CC